(6-Fluoropyridin-2-yl)piperidine-1-carboxylic acid tert-butyl ester C(C)(C)(C)OC(=O)N1C(CCCC1)C1=NC(=CC=C1)F